7-((3-oxo-3-(4-(5-(trifluoromethyl)pyrimidin-2-yl)piperazin-1-yl)propyl)amino)-4-(trifluoromethyl)-2,5,6,7-tetrahydro-3H-cyclopenta[c]pyridazin-3-one O=C(CCNC1CCC=2C1=NNC(C2C(F)(F)F)=O)N2CCN(CC2)C2=NC=C(C=N2)C(F)(F)F